(S)-2-((R)-2,4-dimethylpiperazin-1-yl)-N-(3-(2-((2-fluoro-3-(methylsulfonyl)phenyl)amino)-5-methylpyrimidin-4-yl)-1H-indol-7-yl)-3-methoxypropanamide C[C@H]1N(CCN(C1)C)[C@H](C(=O)NC=1C=CC=C2C(=CNC12)C1=NC(=NC=C1C)NC1=C(C(=CC=C1)S(=O)(=O)C)F)COC